C(C=C)(=O)[C].[Co].[Ni] nickel-cobalt alloyl-carbon